5-[(4R,10bS)-8-[[(3R,4S)-4-methoxypyrrolidin-3-yl]amino]-4-methyl-3,4,6,10b-tetrahydro-1H-pyrazino[2,1-a]isoindol-2-yl]quinoline-8-carbonitrile CO[C@@H]1[C@@H](CNC1)NC=1C=C2CN3[C@@H](C2=CC1)CN(C[C@H]3C)C3=C1C=CC=NC1=C(C=C3)C#N